The molecule is a nucleotide-sugar oxoanion obtained by deprotonation of the diphosphate OH groups and protonation of the amino group of dTDP-beta-L-evernosamine; major species at pH 7.3. It is a conjugate base of a dTDP-beta-L-evernosamine. C[C@H]1[C@@H]([C@@](C[C@H](O1)OP(=O)([O-])OP(=O)([O-])OC[C@@H]2[C@H](C[C@@H](O2)N3C=C(C(=O)NC3=O)C)O)(C)[NH3+])OC